tert-butyl 2-(2-methoxy-2-oxoacetyl)-2,7-diazaspiro[3.5]nonane-7-carboxylate COC(C(=O)N1CC2(C1)CCN(CC2)C(=O)OC(C)(C)C)=O